6-iodo-4-methyl-3-{3-methyl-5-[4-(trifluoromethyl)phenoxy]-phenyl}-1-(4-methylbenzenesulfonyl)-1H,4H,5H-pyrrolo[3,2-b]pyridine-5-one IC1=CC2=C(N(C1=O)C)C(=CN2S(=O)(=O)C2=CC=C(C=C2)C)C2=CC(=CC(=C2)OC2=CC=C(C=C2)C(F)(F)F)C